3-[4-[4-(2-tert-butoxy-2-oxo-ethyl)-4-hydroxy-1-piperidinyl]-3-(trifluoromethyl)anilino]propanoic acid C(C)(C)(C)OC(CC1(CCN(CC1)C1=C(C=C(NCCC(=O)O)C=C1)C(F)(F)F)O)=O